C(C)(=O)N[C@@H]1CC[C@@H]2[C@H]1N(C=1C(=CC(=CC21)C(=O)NC2=CC=C(C=C2)OC(F)(F)Cl)C2=CC=NN2)C(C)C (3R,3aR,8bS)-3-acetamido-N-(4-(chlorodifluoromethoxy)phenyl)-4-isopropyl-5-(1H-pyrazol-5-yl)-1,2,3,3a,4,8b-hexahydrocyclopenta[b]indole-7-carboxamide